Cl.NC(C(=O)OCCC1CCCCC1)(C)C cyclohexylethyl 2-amino-2-methylpropanoate hydrochloride